2-methyl-3-(trifluoromethyl)phenylmethanone CC1=C(C=CC=C1C(F)(F)F)C=O